tert-Butyl N-[(4-cyano-2-hydroxy-phenyl)methyl]-N-(2-hydroxyethyl)carbamate C(#N)C1=CC(=C(C=C1)CN(C(OC(C)(C)C)=O)CCO)O